N-[4-(Chlorodifluoro-methoxy)phenyl]-1-(4-methoxyphenyl)-6-oxo-1,6-dihydropyridine-3-carboxamide ClC(OC1=CC=C(C=C1)NC(=O)C1=CN(C(C=C1)=O)C1=CC=C(C=C1)OC)(F)F